(5R,6S,8R)-8-[3-Cyano-5-fluoro-2-methyl-4-(2-methylpyrazol-3-yl)phenyl]-3,5,6-trifluoro-5,6,7,8-tetrahydronaphthalene-1-carbonitrile C(#N)C=1C(=C(C=C(C1C=1N(N=CC1)C)F)[C@H]1C[C@@H]([C@@H](C=2C=C(C=C(C12)C#N)F)F)F)C